C(C)N1C2=CC=C(C=C2C=2C=C(C=CC12)C(C)=O)C(C1=C(C=CC=C1)C)=O 1-[9-ethyl-6-(2-methylbenzoyl)-9H-carbazol-3-yl]-ethanone